1,2-dioleoyl-sn-glycero-3-phosphoethanol C(CCCCCCC\C=C/CCCCCCCC)(=O)OC[C@@H](OC(CCCCCCC\C=C/CCCCCCCC)=O)COP(=O)(O)OCC